ClC1=CC=C2C=C(C=C(C2=C1C#C[Si](C(C)C)(C(C)C)C(C)C)O)O 7-chloro-8-{[tri(propan-2-yl)silyl]ethynyl}naphthalene-1,3-diol